5-(2-(3,5-dimethyl-2-phenylpiperidin-1-yl)-2-oxoacetamido)nicotinamide CC1C(N(CC(C1)C)C(C(=O)NC=1C=NC=C(C(=O)N)C1)=O)C1=CC=CC=C1